C(CCC)N1C(N(C(=C1)C#N)C)C#N 1-butyl-3-methylimidazoledinitrile